2-(4-methyl-benzylidene)heptanal CC1=CC=C(C=C(C=O)CCCCC)C=C1